C1(=CC=CC=C1)C(CCNC[C@](CCOC1=CC=C(C=C1)OC)(O)C)C1=CC=CC=C1 (S)-1-((3,3-diphenylpropyl)amino)-4-(4-methoxyphenoxy)-2-methylbutane-2-ol